BrC1=CC=CC=2N(C(NC21)=O)C2CCC(CC2)C(=O)NC=2C=C1C(=NNC1=CC2)C 4-(4-bromo-2-oxo-2,3-dihydro-1H-1,3-benzodiazol-1-yl)-N-(3-methyl-1H-indazol-5-yl)cyclohexane-1-carboxamide